BrC1=CC=C(C(=N1)C(=O)NC=1C(=NC=C(C1)C(F)(F)F)Cl)SCC 6-Bromo-N-[2-chloro-5-(trifluoromethyl)pyridin-3-yl]-3-(ethylsulfanyl)pyridine-2-carboxamide